CC1=C(C2=CC3=C(C(=C(N3)C=C4C(=C(C(=N4)C=C5C(=C(C(=N5)C=C1N2)C)CCC(=O)O)C)CCC(=O)O)C)CCC(=O)O)CCC(=O)O coproporphyrin III